Nickel gallate C(C1=CC(O)=C(O)C(O)=C1)(=O)[O-].[Ni+2].C(C1=CC(O)=C(O)C(O)=C1)(=O)[O-]